(S)-N-(2,2-difluoro-1-(1-neopentyl-6-(3-(trifluoromethyl)pyrazin-2-yl)-1H-indol-3-yl)ethyl)-sulfamoyldimethylamine FC([C@H](C1=CN(C2=CC(=CC=C12)C1=NC=CN=C1C(F)(F)F)CC(C)(C)C)N(CS(N)(=O)=O)C)F